6-(2-(methyl)phenyl)-2H-indazol CC1=C(C=CC=C1)C=1C=CC2=CNN=C2C1